(1aS,6aS,6bR)-5-methylenehexahydrocyclopropa[a]pyrrolizine-6a(4H)-carboxylate C=C1CN2C[C@@H]3[C@H]([C@@]2(C1)C(=O)[O-])C3